FC1=C(C=2C=NC(=NC2C=C1C1=C(C2=C(OCCN2)N=C1)C)NC1=C(C=C2CCN(CC2=C1)C)OC)N 6-fluoro-N~2~-(6-methoxy-2-methyl-1,2,3,4-tetrahydroisoquinolin-7-yl)-7-(8-methyl-2,3-dihydro-1H-pyrido[2,3-b][1,4]oxazin-7-yl)quinazoline-2,5-diamine